COC1=CC=C(C=C1)N=NC1=CC=CC=C1 1-(4-methoxyphenyl)-2-phenyldiazene